C(C)OC(=O)C=1SC(=C(C1)NC(C1=CC=C(C=C1)C)=O)OC=1C=NC(=CC1)C 5-((6-methylpyridin-3-yl)oxy)-4-(4-methylbenzoylamino)thiophene-2-carboxylic acid ethyl ester